C(=O)(C=C)NC=O acryl-formamide